C(C)N1C=[N+](C=C1)C(C)C 1-ethyl-3-isopropylimidazolium